NCCC(C)O[Si](OCC)(OCC)CCCNCCN aminoethyl-N-beta-aminoethyl-gamma-aminopropyl-triethoxysilane